C(CCCCCCC)(=O)OCCCCOC(CCCCCCC)=O butylene dicaprylate